S1C(=NC2=C1C=CC=C2)C21CC(C2)C1 benzothiazolyl-bicyclo[1.1.1]pentane